ClC=1C=2C(=C3N(C2C=CC1)C1(C(C3C3=CC=CC=C3)C(C3=CC=CC=C31)=O)C=3NC1=CC=CC(=C1C3C)Cl)C 9-chloro-4b-(4-chloro-3-methyl-1H-indol-2-yl)-10-methyl-11-phenyl-11,11a-dihydroindeno[2',1':4,5]pyrrolo[1,2-a]indol-12(4bH)-one